isoxazole-3-amine O1N=C(C=C1)N